N1=C(C=CC=C1)N1CCN(C2=CC=CC=C12)C(=O)NC1CNCC1 4-(pyridin-2-yl)-N-(pyrrolidin-3-yl)-3,4-dihydroquinoxaline-1(2H)-carboxamide